3-benzyl-1-(1-(4-fluorophenyl)-6-methyl-1H-indazol-5-yl)-3-azabicyclo[3.1.0]hexane-6-carbaldehyde C(C1=CC=CC=C1)N1CC2(C(C2C1)C=O)C=1C=C2C=NN(C2=CC1C)C1=CC=C(C=C1)F